C(#N)CN1N=C2C(N(C(C=C2N2C[C@H](N(C[C@@H]2CC)C(CC)C2=CC=C(C=C2)C(C#N)(C)C)CC)=O)C)=C1 2-(4-(1-((2r,5s)-4-(2-(cyanomethyl)-4-methyl-5-oxo-4,5-dihydro-2H-pyrazolo[4,3-b]pyridin-7-yl)-2,5-diethylpiperazin-1-yl)propyl)phenyl)-2-methylpropanenitrile